sulfolan S1(=O)(=O)CCCC1